CS(=O)(=O)C1=CC=C(C=C1)C#CC1=CC=C(C=C1)C1=CC(=NO1)CN1C(=NC=C1)[C@H](C)O (S)-1-(1-((5-(4-((4-(methylsulfonyl)phenyl)ethynyl)phenyl)isoxazol-3-yl)methyl)-1H-imidazol-2-yl)ethan-1-ol